ClC1=CC=C(C(=N1)C(=O)OC)N[C@H](C)C1=C2N=C(C(=NC2=CC(=C1)C)C#N)N1C[C@@H](CCC1)[C@@H](C)O methyl 6-chloro-3-(((R)-1-(2-cyano-3-((R)-3-((R)-1-hydroxyethyl)piperidin-1-yl)-7-methylquinoxalin-5-yl)ethyl)amino)picolinate